CO[Si](CCS)(OC)OC 2-(trimethoxysilyl)-1-ethanethiol